2,6-di-tert-butyl-4-(4-cyanobenzylidene)-cyclohexa-2,5-dienone C(C)(C)(C)C=1C(C(=CC(C1)=CC1=CC=C(C=C1)C#N)C(C)(C)C)=O